COC1=C(C(=CC(=C1C=1C=NC=CC1)CCCCC)OC)C1C(CCC(=C1)C)C(=C)C 3-(2,6-dimethoxy-5'-methyl-4-pentyl-2'-(prop-1-en-2-yl)-1',2',3',4'-tetrahydro-[1,1'-biphenyl]-3-yl)pyridine